(1R,2S)-2-(4-fluorophenyl)-1-methylcyclopropan-1-amine FC1=CC=C(C=C1)[C@H]1[C@@](C1)(N)C